tert-butyl (R,Z)-3-((5-(N'-hydroxycarbamimidoyl)-1H-pyrrolo[2,3-b]pyridin-4-yl) amino)piperidine-1-carboxylate O\N=C(/N)\C=1C(=C2C(=NC1)NC=C2)N[C@H]2CN(CCC2)C(=O)OC(C)(C)C